1,3-bis(4-((1H-benzo[d]imidazol-2(3H)-ylidene)amino)phenyl)urea N1C(NC2=C1C=CC=C2)=NC2=CC=C(C=C2)NC(=O)NC2=CC=C(C=C2)N=C2NC1=C(N2)C=CC=C1